C(C1=CC=CC=C1)OC=1C=C2CCC(=C(C2=CC1)C1=CC=C(C=C1)N1CCC(CC1)C(OC)OC)B1OC(C(O1)(C)C)(C)C 1-[4-[6-benzyloxy-2-(4,4,5,5-tetramethyl-1,3,2-dioxaborolan-2-yl)-3,4-dihydronaphthalen-1-yl]phenyl]-4-(dimethoxymethyl)piperidine